3-(5-(4-(azetidin-3-ylmethyl)-1,4-diazepan-1-yl)-1-oxoisoindolin-2-yl)piperidine-2,6-dione TFA salt OC(=O)C(F)(F)F.N1CC(C1)CN1CCN(CCC1)C=1C=C2CN(C(C2=CC1)=O)C1C(NC(CC1)=O)=O